(R)-N-methyl-3-((6-oxo-6,7,8,9-tetrahydro-5H-cyclopenta[c][1,5]naphthyridin-3-yl)methyl)-1,2,3,4,4a,5-hexahydropyrazino[1,2-d]pyrido[2,3-b][1,4]oxazine-8-carboxamide CNC(=O)C=1C=CC2=C(OC[C@@H]3N2CCN(C3)CC3=CN=C2C4=C(C(NC2=C3)=O)CCC4)N1